BrC1=C(C=C(CN2C(=NC3(C2=O)CCCC3)CCCC)C=C1)C 3-(4-bromo-3-methylbenzyl)-2-butyl-1,3-diazaspiro[4.4]non-1-en-4-one